[C@H]12CCN(CC[C@@H]2C1C(=O)OCC)C(=O)OCC1=CC=CC=C1 (1R,7S,8r)-4-Benzyl 8-ethyl 4-azabicyclo[5.1.0]octane-4,8-dicarboxylate